C(C)(C)(C)NC/C=C/C(=O)NC1=C(C=C(C=C1F)C(=O)C1=CC=C2C(=CC=CN12)C1=CC2=C(N(C=N2)C)C=C1C(F)(F)F)F (2E)-4-(tert-butylamino)-N-(2,6-difluoro-4-{8-[1-methyl-6-(trifluoromethyl)-1H-1,3-benzodiazol-5-yl]indolizin-3-carbonyl}phenyl)but-2-enamide